(l)-3-(6-Chloroimidazo[1,2-b]pyridazin-3-yl)-N,N-dimethylaniline ClC=1C=CC=2N(N1)C(=CN2)C=2C=C(N(C)C)C=CC2